3,7,11-trimethyldodec-2,6,10-trienol CC(=CCO)CCC=C(CCC=C(C)C)C